C1(=CC=C(C=C1)P(OCCC)C1=CC=C(C=C1)C)C di-p-tolyl-propoxyphosphine